(5-(pentylthio)-1,3,4-thiadiazol-2-yl)-2-(trifluoromethyl)benzamide C(CCCC)SC1=NN=C(S1)C=1C(=C(C(=O)N)C=CC1)C(F)(F)F